OCCN1N=C2C=CC=CC2=C1C(=O)[C@H]1N(CC1)C(=O)OC(C)(C)C tert-butyl (S)-2-(2-(2-hydroxyethyl)-2H-indazole-3-carbonyl)azetidine-1-carboxylate